FC1=C(C(=C(N)C=C1)C)B1OC(C(O1)(C)C)(C)C 4-fluoro-2-methyl-3-(4,4,5,5-tetramethyl-1,3,2-dioxaborolan-2-yl)aniline